5-methyl-2-mercaptobenzimidazole zinc salt [Zn].CC1=CC2=C(N=C(N2)S)C=C1